C(C)(C)(C)C1=C(C(=C(C=O)C=C1)O)CCCC 4-tert-butyl-3-butyl-2-hydroxybenzaldehyde